6-[[3-(2,2-difluoroethoxy)-2-pyridyl]oxy]-3-methyl-N-(3-methyl-1,1-dioxo-thietan-3-yl)imidazo[1,2-a]pyridine-2-carboxamide FC(COC=1C(=NC=CC1)OC=1C=CC=2N(C1)C(=C(N2)C(=O)NC2(CS(C2)(=O)=O)C)C)F